C1(CC1)C1=NN(C=C1NC1=NC=C(C(=N1)NC)C(F)(F)F)C N2-(3-cyclopropyl-1-methyl-1H-pyrazol-4-yl)-N4-methyl-5-(trifluoromethyl)pyrimidine-2,4-diamine